1-(3,4,5-trimethoxyphenyl)-6-nitro-9H-pyrido[3,4-b]Indole-3-carbaldehyde COC=1C=C(C=C(C1OC)OC)C1=NC(=CC2=C1NC1=CC=C(C=C21)[N+](=O)[O-])C=O